tris(p-methoxyphenyl)phosphine oxide COC1=CC=C(C=C1)P(C1=CC=C(C=C1)OC)(C1=CC=C(C=C1)OC)=O